7-chloro-N-[3-cyanobicyclo[1.1.1]pentan-1-yl]-N-methyl-1H-indole-2-carboxamide ClC=1C=CC=C2C=C(NC12)C(=O)N(C)C12CC(C1)(C2)C#N